sec-butanal C(C)(CC)=O